CC1(C2=C(C(C=3C4=CC=CC=C4NC13)=O)C=CC(=C2)OC[C@H]([C@@H](CO)O)O)C 6,6-Dimethyl-11-oxo-8-((2R,3R)-2,3,4-trihydroxy-butoxy)-6,11-dihydro-5H-benzo[b]carbazole